dodecane-2,11-diol CC(CCCCCCCCC(C)O)O